BrC=1C(=CC(=C(C(=O)OC)C1)CBr)Cl methyl 5-bromo-2-(bromomethyl)-4-chlorobenzoate